4-(4-(trifluoromethyl)phenoxy)piperidine FC(C1=CC=C(OC2CCNCC2)C=C1)(F)F